1-(3-(pyridin-4-yl)-1-((2-(trimethylsilyl)ethoxy)methyl)-1H-pyrazol-5-yl)-4-(6-(trifluoromethyl)pyridin-3-yl)piperidin-2-one N1=CC=C(C=C1)C1=NN(C(=C1)N1C(CC(CC1)C=1C=NC(=CC1)C(F)(F)F)=O)COCC[Si](C)(C)C